FC=1C(N(C=2C=CC(=NC2C1N1CCC(CC1)OC1=CC=C(C=C1)OC(F)(F)F)C#N)C)=O 7-Fluoro-5-methyl-6-oxo-8-(4-(4-(trifluoromethoxy)phenoxy)piperidin-1-yl)-5,6-dihydro-1,5-naphthyridin-2-carbonitril